2-(4-((1r,3r)-3-(1,3-dioxoisoindoline-2-yl)cyclobutoxy)phenyl)propane O=C1N(C(C2=CC=CC=C12)=O)C1CC(C1)OC1=CC=C(C=C1)C(C)C